(prop-1-en-2-yl)-2-((2-(trimethylsilyl)ethoxy)methyl)phthalazine C=C(C)C1N(N=CC2=CC=CC=C12)COCC[Si](C)(C)C